C(C(O)C)(=O)O.C(C)(C)(C)N1C[C@H]([C@@H](C1)C1=CC=C(C=C1)Cl)C(=O)N1C[C@H](C[C@H]1C(=O)N1CCOCC1)N(C(C(C)C)=O)C1CCC(CC1)C N-((3s,5s)-1-((3s,4r)-1-(tert-butyl)-4-(4-chlorophenyl)pyrrolidine-3-carbonyl)-5-(morpholin-4-carbonyl)pyrrolidin-3-yl)-N-((1s,4r)-4-methylcyclohexyl)isobutyramide lactate